C(#N)C1=C(C=CC=C1)N1CCC(CC1)CCC(=O)NC1=CC=C2C=CN(C2=C1)C 3-(1-(2-cyanophenyl)piperidin-4-yl)-N-(1-methyl-1H-indol-6-yl)propanamide